(6S,12aS)-2-((E)-(3-nitrophenyl)methyleneamino)-6-methyl-2,3,12,12a-tetrahydropyrazino[1',2':1,6]pyrido[3,4-b]indole-1,4(6H,7H)-dione [N+](=O)([O-])C=1C=C(C=CC1)\C=N\N1C([C@@H]2CC3=C(NC=4C=CC=CC34)[C@@H](N2C(C1)=O)C)=O